FC(C(C(C(C(C(C(C(F)(F)F)(F)F)(F)F)(F)F)(F)F)(F)F)(F)F)(P(O)(=O)O)F perfluorooctanephosphonic acid